NCCCCCCCCCCC(=O)N[C@H](C(=O)N1[C@H](C[C@@H](C1)O)C(=O)N[C@@H](C)C1=CC=C(C=C1)C1=C(N=CS1)C)C(C)(C)C (2R,4S)-1-((S)-2-(11-aminoundecanamido)-3,3-dimethylbutanoyl)-4-hydroxy-N-((S)-1-(4-(4-methylthiazol-5-yl)phenyl)ethyl)pyrrolidine-2-carboxamide